7-ethynyl-2-methyl-6-(2-(oxetan-3-yloxy)ethoxy)quinoline C(#C)C1=C(C=C2C=CC(=NC2=C1)C)OCCOC1COC1